(±)-N-[3-(acetylsulfamoylamino)-1-[3-(hydroxymethyl)phenyl]propyl]-4,5-dichloro-1-methyl-indole-2-carboxamide C(C)(=O)NS(=O)(=O)NCC[C@H](C1=CC(=CC=C1)CO)NC(=O)C=1N(C2=CC=C(C(=C2C1)Cl)Cl)C |r|